9-[4-(methoxymethoxy)phenyl]-3,3-dimethyl-2,4-dioxaspiro[5.5]undecane COCOC1=CC=C(C=C1)C1CCC2(COC(OC2)(C)C)CC1